C1(CC1)C1=CC(=C(C=C1OC(C)C)N1CCN(CC1)CC=1SC2=C(N1)C=CC=C2)C=2N=NNN2 2-[[4-[4-cyclopropyl-5-isopropoxy-2-(2H-tetrazol-5-yl)phenyl]piperazin-1-yl]methyl]-1,3-benzothiazole